CN1N=C2C(=CC=C(C2=C1)N1CCN(CC1)C(=O)OC(C)(C)C)C(NC1CCC=2N(C1)C=C(N2)C)=O tert-butyl 4-[2-methyl-7-({2-methyl-5H,6H,7H,8H-imidazo[1,2-a]pyridin-6-yl}carbamoyl) indazol-4-yl]piperazine-1-carboxylate